C1(=CC=CC=C1)C=1N=CN(C1)C1NCC2=CC=CC=C12 (4-phenyl-1H-imidazol-1-yl)isoindolin